tert-Butyl 2-[1-(2-imidazo[1,2-a]pyridin-7-yl-6-methyl-4-oxo-chromen-8-yl)ethylamino]benzoate N=1C=CN2C1C=C(C=C2)C=2OC1=C(C=C(C=C1C(C2)=O)C)C(C)NC2=C(C(=O)OC(C)(C)C)C=CC=C2